Cl.CN(C(=O)C1=CN=CS1)C N,N-dimethyl-1,3-thiazole-5-carboxamide hydrochloride